N1C=CC2=CC=CC=C12 Z-indole